N-(7-methyl-10H-chromeno[3,2-b]pyridin-10-yl)-2-oxo-6-(trifluoromethyl)-1,2-dihydropyridine-3-carboxamide CC=1C=CC=2C(C3=NC=CC=C3OC2C1)NC(=O)C=1C(NC(=CC1)C(F)(F)F)=O